CC(CS(=O)(=O)[O-])C 2-methyl-propane-sulfonate